FC=1C=NC(=NC1)C=1N=C(C2=C(N1)OC(=C2C(=O)NN)C)NC2(CC2)C (5-fluoropyrimidin-2-yl)-6-methyl-4-[(1-methylcyclopropyl)amino]furo[2,3-d]pyrimidine-5-carbohydrazide